3-(2-iodoethoxy)prop-1-yne ICCOCC#C